4-Fluoro-2-bromophenol FC1=CC(=C(C=C1)O)Br